NCC1=CC=C(C=C1)NC(=O)C1=CC2=C(OCCC3=C2SC=C3)C=C1C=1C(=NC(=CC1)C(NC[C@@H](CO)O)=O)C(=O)O (S)-3-(9-((4-(aminomethyl)phenyl)carbamoyl)-4,5-dihydrobenzo[b]thieno[2,3-d]oxepin-8-yl)-6-((2,3-dihydroxypropyl)carbamoyl)picolinic acid